N1=CC(=CC=C1)C=1N(N=C(C(C1C(=O)N)=O)C1=CC=C(C=C1)F)C(C)C pyridin-3-yl-6-(4-fluorophenyl)-2-isopropyl-5-oxo-2,5-dihydropyridazine-4-carboxamide